N-(4-chloro-2-fluorobenzyl)-5-(N-methylsulfamoyl)thiophene-2-carboxamide ClC1=CC(=C(CNC(=O)C=2SC(=CC2)S(NC)(=O)=O)C=C1)F